3-cyclopropyl-propanamide C1(CC1)CCC(=O)N